S1C=NC2=C1C=C(C=C2)\C=C\2/N=C(NC2=O)N[C@@H](CO)C2=CC=CC=C2 |r| (+-)-(4Z)-4-(1,3-benzothiazol-6-ylmethylene)-2-[(2-hydroxy-1-phenyl-ethyl)amino]-1H-imidazol-5-one